(R)-3-(((3-(3,3-difluorobutyl)-5-(3,3-difluorocyclobutyl)-2-methyl-1,1-dioxido-7-(trifluoromethyl)-2,3,4,5-tetrahydrobenzo[f][1,2,5]thiadiazepin-8-yl)oxy)methyl)picolinic acid FC(CC[C@H]1N(S(C2=C(N(C1)C1CC(C1)(F)F)C=C(C(=C2)OCC=2C(=NC=CC2)C(=O)O)C(F)(F)F)(=O)=O)C)(C)F